ClC1=C(C=C(N=N1)N[C@H]1CN(CCC1)CC(=O)OC(C)(C)C)C tert-butyl (R)-2-(3-((6-chloro-5-methylpyridazin-3-yl)amino)piperidin-1-yl)acetate